C(#N)C1=C(C=C(CN2N=CC(=C2)CNC(OC(C)(C)C)=O)C=C1F)OC1CC1 tert-butyl ((1-(4-cyano-3-cyclopropoxy-5-fluorobenzyl)-1H-pyrazol-4-yl)methyl)carbamate